N=1C=C(N2N=CC=CC21)C#CC2=CC=C(C=1C(=NOC12)NC1=CC(=CC=C1)C(F)(F)F)C 7-(imidazo[1,2-b]pyridazin-3-ylethynyl)-4-methyl-N-(3-(trifluoromethyl)phenyl)benzo[d]isoxazol-3-amine